ClC=1NC(SC1C=O)=O 4-CHLORO-2-OXO-2,3-DIHYDROTHIAZOLE-5-CARBALDEHYDE